COC1=CC=C(C=N1)C=CC(=O)O 3-(6-methoxypyridin-3-yl)acrylic acid